(E)-1-(2,2-Dimethyl-4,20-dioxo-3,9,12,15-tetraoxa-5,19-diazahenicosan-21-yl)-4-((hydroxy-imino)methyl)pyridin-1-ium bromide [Br-].CC(C)(OC(NCCCOCCOCCOCCCNC(C[N+]1=CC=C(C=C1)/C=N/O)=O)=O)C